BrC1=CC=C(C=C1)[C@@]1([C@@H](C1)C)/C=C/C(=O)OCC ethyl (E)-3-((cis)-1-(4-bromophenyl)-2-methylcyclopropyl)-acrylate